C(C)C(C[NH3+])(CC)CC triethylethan-1-aminium